OC(CCCCCCC=CC(=O)O)CCC(CCCCC)O 10,13-dihydroxy-octadecenoic acid